O=C1C[C@@H]([C@H](CC\C=C/C=CC(=O)O)[C@H]1CCC(CCCCC)O)O 11-oxo-9a,15-S-dihydroxy-5Z,13E-prostadienoic acid